N-[1-[2-[4-(3-cyanopyrrolidin-1-yl)-1-piperidyl]-2-oxo-ethyl]-3-[2-(difluoromethoxy)-5-methylsulfanyl-phenyl]pyrazol-4-yl]pyrazolo[1,5-a]pyrimidine-3-carboxamide C(#N)C1CN(CC1)C1CCN(CC1)C(CN1N=C(C(=C1)NC(=O)C=1C=NN2C1N=CC=C2)C2=C(C=CC(=C2)SC)OC(F)F)=O